C(=O)C1=NC2=CC=C(C=C2C=C1)C(=O)OC(C)(C)C tert-butyl 2-formylquinoline-6-carboxylate